ClC1=CC(=C(N=N1)COCC)NC=1N=CC=2CCC3=C(C2C1F)NC1=C3C(NCC1)=O 2-((6-chloro-3-(ethoxymethyl)pyridazin-4-yl)amino)-1-fluoro-5,6,8,9,10,11-hexahydro-7H-pyrido[3',4':4,5]pyrrolo[2,3-f]isoquinolin-7-one